C1(CC1)C1=NC=NC(=C1C1=NN(C2=C1CN(CC2)C2=NC=C(N=C2)C=2N(C=C(N2)C(F)(F)F)C)C)OC 3-(4-Cyclopropyl-6-methoxypyrimidin-5-yl)-1-methyl-5-(5-(1-methyl-4-(trifluoromethyl)-1H-imidazol-2-yl)pyrazin-2-yl)-4,5,6,7-tetrahydro-1H-pyrazolo[4,3-c]pyridine